OC(CN(CCOCCN(CCN1CCN(CC1)CCOCCN(CCCCCCCCCCCC[C@@H](C)O)CCCCCCCCCCCCC(C)O)CC(CCCCCCCCCCCC)O)CC(CCCCCCCCCCCC)O)CCCCCCCCCCCC r-((2-(2-(4-(2-((2-(2-(bis(2-hydroxytetradecyl)amino)ethoxy)ethyl)(2-hydroxytetradecyl)amino)ethyl)piperazin-1-yl)ethoxy)ethyl)azanediyl)bis(tetradecan-2-ol)